ClC=1C(=C(C=CC1)C=1C=CC=[N+](C1)[O-])F 5-(3-chloro-2-fluorophenyl)pyridine 1-oxide